bitetrazole dihydrate O.O.N1=NN=NC1=C1N=NN=N1